O(C1=CC=CC=C1)C1=C(C(=O)O)C=CC=C1 2-phenoxy-benzoic acid